1-aminopentan-4-ol (S)-quinuclidin-3-yl((R)-5-(2-chloro-4-methoxyphenyl)-2,2-dimethyl-2,3-dihydro-1H-inden-1-yl)carbamate N12C[C@H](C(CC1)CC2)N(C(=O)OC(CCCN)C)[C@@H]2C(CC1=CC(=CC=C21)C2=C(C=C(C=C2)OC)Cl)(C)C